C1(CC1)N1C=C(C2=C1C=NN(C2=O)CC(=O)N[C@@H](C)C2=C(C=C(C=C2)C)C)C (S)-2-(1-cyclopropyl-3-methyl-4-oxo-1,4-dihydro-5H-pyrrolo[2,3-d]pyridazin-5-yl)-N-(1-(2,4-dimethylphenyl)ethyl)acetamide